C(CCC)OC=C butyl-vinylether